ClC1=C(C=CC=C1C1=C(C(=NC=C1)C1=CC=C2C(=CN(C2=C1)C)CNC[C@H](C)OC)Cl)C1=CC=C(C(=N1)OC)CNC[C@H]1CCC(N1)=O (R)-5-((((6-(2-chloro-3-(3-chloro-2-(3-((((S)-2-methoxypropyl)amino)methyl)-1-methyl-1H-indol-6-yl)pyridin-4-yl)phenyl)-2-methoxypyridin-3-yl)methyl)amino)methyl)pyrrolidin-2-one